[1-(1-benzothiophen-5-yl)butan-2-yl](methyl)amine S1C=CC2=C1C=CC(=C2)CC(CC)NC